1,2-oxazol O1N=CC=C1